ClC1=C(OC2=NC=C(C(=C2)S(=O)(=O)NC2CC(C2)O)O)C(=CC(=C1)N1N=C(C(NC1=O)=O)C)Cl 2-(2,6-dichloro-4-(6-methyl-3,5-dioxo-4,5-dihydro-1,2,4-triazin-2(3H)-yl)phenoxy)-5-hydroxy-N-((1s,3s)-3-hydroxycyclobutyl)pyridine-4-sulfonamide